ClC1=CC(=C(C2=C1NC(=N2)C(F)(F)F)N2C(N(C(=CC2=O)C(F)(F)F)C)=O)F 3-[7-chloro-5-fluoro-2-(trifluoromethyl)-1H-benzoimidazol-4-yl]-1-methyl-6-(trifluoromethyl)-1H-pyrimidine-2,4-dione